ClC=1C=C(C=CC1F)NC(=O)C=1C=2CC[C@@H](C2C(=CC1)F)NC1=NC(=CC(=N1)C)C (S)-N-(3-chloro-4-fluorophenyl)-1-((4,6-dimethylpyrimidin-2-yl)amino)-7-fluoro-2,3-dihydro-1H-indene-4-carboxamide